CC1=C(OCC2=CNC(O2)=S)C=CC(=C1)C 5-[(2,4-Dimethylphenoxy)methyl]oxazole-2(3H)-thione